4-(7-(3-aminopiperidin-1-yl)-3-(3-fluoro-4-methoxyphenyl)imidazo[1,5-a]pyrazin-2-yl)-2-fluorobenzonitrile NC1CN(CCC1)N1C=C2N(C=C1)C(N(C2)C2=CC(=C(C#N)C=C2)F)C2=CC(=C(C=C2)OC)F